FC(C=1C=C2C(=NNC2=C(C1)S(=O)(=O)N1[C@@H](CC1)C(=O)NC=1C=CC2=C(OCCN2C2COC2)C1)F)F (S)-1-((5-(difluoromethyl)-3-fluoro-1H-indazol-7-yl)sulfonyl)-N-(4-(oxetan-3-yl)-3,4-dihydro-2H-benzo[b][1,4]oxazin-7-yl)azetidine-2-carboxamide